NC1=C2C(=NC=N1)N(N=C2C2=CC=C(C=C2)OC2=CC=CC=C2)[C@H]2CN(CCC2)C(CCCN2CCN(CC2)CCCNC2=C1CN(C(C1=CC=C2)=O)C2C(NC(CC2)=O)=O)=O 3-(4-((3-(4-(4-((R)-3-(4-amino-3-(4-phenoxyphenyl)-1H-pyrazolo[3,4-d]pyrimidin-1-yl)piperidin-1-yl)-4-oxobutyl)piperazin-1-yl)propyl)amino)-1-oxoisoindoline-2-yl)piperidine-2,6-dione